FC(OC1=CC=CC=2C(N([C@H]3C=4N([C@@H](C21)C3)C3=C(N4)C=CC(=C3)C#CC3COC3)C([2H])([2H])[2H])=O)F (7R,14R)-1-(difluoromethoxy)-6-(methyl-d3)-11-(oxetan-3-ylethynyl)-6,7-dihydro-7,14-methanobenzo[f]benzo[4,5]imidazo[1,2-a][1,4]diazocin-5(14H)-one